[Hg]=S mercury (ii) sulfide